3-(6-fluoro-1-oxo-5-(piperazin-1-yl)isoindolin-2-yl)piperidine-2,6-dione trifluoroacetate FC(C(=O)O)(F)F.FC1=C(C=C2CN(C(C2=C1)=O)C1C(NC(CC1)=O)=O)N1CCNCC1